C1(CCCO1)=O Butanelactone